1,3-dihydroxyethyl-imidazole chloride [Cl-].OC(C)C1=NC=CN1O